2-(4-methoxybenzoyl)dibenzothiophene COC1=CC=C(C(=O)C2=CC3=C(SC4=C3C=CC=C4)C=C2)C=C1